5-bromo-4-((5-(dimethylphosphoryl)quinoxaline-6-yl)amino)pyrimidine BrC=1C(=NC=NC1)NC=1C(=C2N=CC=NC2=CC1)P(=O)(C)C